C1(CC1)[C@H]1COC[C@H](O1)COC1=CC=C(C=C1)C=1C=C(C(NC1C(F)(F)F)=O)C(=O)N 5-(4-(((2S,6s)-6-cyclopropyl-1,4-dioxan-2-yl)methoxy)phenyl)-2-oxo-6-(trifluoromethyl)-1,2-dihydropyridine-3-carboxamide